ClC=1C=C(C=CC1F)C1=CN=C(O1)CSC1=NC(=CC(=N1)N)C 2-({[5-(3-Chloro-4-fluorophenyl)-1,3-oxazol-2-yl]methyl}sulfanyl)-6-methylpyrimidin-4-amin